n-butyl-2,5-bis(t-butylperoxy)-2,5-dimethylhexane C(CCC)CC(CCC(C)(C)OOC(C)(C)C)(C)OOC(C)(C)C